5-fluoro-4-(2-(2-fluoropropan-2-yl)-4-(trifluoromethyl)thiazol-5-yl)-N-(1-(methylsulfonyl)piperidin-4-yl)pyrimidin-2-amine FC=1C(=NC(=NC1)NC1CCN(CC1)S(=O)(=O)C)C1=C(N=C(S1)C(C)(C)F)C(F)(F)F